C(CCCCCCCCCCC(C)C)OC(CCC1=CC(=C(C(=C1)C(C)(C)C)O)C(C)(C)C)=O 3,5-di-tert-butyl-4-hydroxybenzenepropionic acid isotetradecyl ester